Cl.N1N=CC2=CC(=CC=C12)SC=1C(N(C(=NC1)N1CCC2(CCC[C@H]2N)CC1)C)=O (R)-5-((1H-indazol-5-yl)thio)-2-(1-amino-8-azaspiro[4.5]decan-8-yl)-3-methylpyrimidin-4(3H)-one hydrochloride